7-bromo-4-chloro-N-(4-methoxybenzyl)quinoline-3-sulfonamide BrC1=CC=C2C(=C(C=NC2=C1)S(=O)(=O)NCC1=CC=C(C=C1)OC)Cl